(3-chloro-5,6-difluoro-2-pyridinyl)methanol tert-butyl-[17-(2,5-dioxo-2,5-dihydro-1H-pyrrol-1-yl)-16-oxo-3,6,9,12-tetraoxa-15-azaheptadec-1-yl]carbamate C(C)(C)(C)N(C(=O)OCC1=NC(=C(C=C1Cl)F)F)CCOCCOCCOCCOCCNC(CN1C(C=CC1=O)=O)=O